5-Cyclobutyl-2-(piperazin-1-yl)pyrimidine C1(CCC1)C=1C=NC(=NC1)N1CCNCC1